(E)-3-(dimethylamino)-1-[2-hydroxy-5-(trifluoromethyl)phenyl]prop-2-en-1-one CN(/C=C/C(=O)C1=C(C=CC(=C1)C(F)(F)F)O)C